NCC=1C=C(C=CC1)C1=CC(=CC=2C=C(OC21)COC2=C(C=CC=C2)CC(=O)OC(C)(C)C)COC2=C(C=CC=C2)CC(=O)O 2-(2-((7-(3-(aminomethyl)phenyl)-2-((2-(2-(tert-butoxy)-2-oxoethyl)phenoxy)methyl)benzofuran-5-yl)methoxy)phenyl)acetic acid